[2,2'-bipyridine]-5,5'-dicarboxylic acid diethyl ester C(C)OC(=O)C=1C=CC(=NC1)C1=NC=C(C=C1)C(=O)OCC